tert-Butyl 2-oxo-3-(3-oxo-4H-pyrido[3,2-b][1,4]oxazin-6-yl)-1-oxa-3,8-diazaspiro[4.5]decane-8-carboxylate O=C1OC2(CN1C=1C=CC=3OCC(NC3N1)=O)CCN(CC2)C(=O)OC(C)(C)C